(E)-N-(3-chloro-2-propenyl)-N-methyl-1-naphthylmethylamine Cl/C=C/CN(C)CC1=CC=CC2=CC=CC=C12